COC1(CN(CC1)C(=O)OC(C)(C)C)C1=CC=CC=C1 tert-Butyl 3-methoxy-3-phenylpyrrolidine-1-carboxylate